N-(2-(3-cyano-2-(4-(4-fluorophenoxy)phenyl)-4,5,6,7-tetrahydropyrazolo[1,5-a]pyrimidin-7-yl)phenyl)-2,2,2-trifluoroacetamide C(#N)C=1C(=NN2C1NCCC2C2=C(C=CC=C2)NC(C(F)(F)F)=O)C2=CC=C(C=C2)OC2=CC=C(C=C2)F